C(C=C)(=O)O.C(C=C)(=O)O.C(C=C)(=O)O.C(C=C)(=O)O.CC(CC)(C)C trimethylpropane tetraacrylate